CC1=C(C=C(C(=O)NC2=CC=C(C=C2)C2CN(CCC2)C)C=C1)NC1=NC=CC(=N1)C=1C=NC=C(C1)C1=C(C=NO1)C 4-Methyl-3-{4-[5-(4-methyl-isoxazol-5-yl)-pyridin-3-yl]-pyrimidin-2-ylamino}-N-[4-(1-methyl-piperidin-3-yl)-phenyl]-benzamide